BrC1=NC(=CC=C1)N1C=NC(=C1)C1CC1 2-bromo-6-(4-cyclopropyl-1H-imidazol-1-yl)pyridine